ClC1=C(C(=C(C=C1)C1=NC(=NC2=NC(=CN=C12)C)C1CC(OCC1)C1=CC(=NC=C1)C)F)F 4-(4-chloro-2,3-difluorophenyl)-7-methyl-2-(2-(2-methylpyridin-4-yl)tetrahydro-2H-pyran-4-yl)pteridine